COC(=O)[C@H]1CCCC=2N1C(N(N2)CCC2=CC=C(C=C2)C)=O |r| Methyl-(5RS)-2-[2-(4-methylphenyl)ethyl]-3-oxo-2,3,5,6,7,8-hexahydro[1,2,4]triazolo[4,3-a]pyridine-5-carboxylate